4-[2-[[(2S)-1-[2-[tert-butyl(dimethyl)silyl]oxyethyl]pyrrolidin-2-yl]methoxy]-7-(1-naphthyl)-6,8-dihydro-5H-pyrido[3,4-d]pyrimidin-4-yl]-2-(cyanomethyl)piperazine-1-carboxylate [Si](C)(C)(C(C)(C)C)OCCN1[C@@H](CCC1)COC=1N=C(C2=C(N1)CN(CC2)C2=CC=CC1=CC=CC=C21)N2CC(N(CC2)C(=O)[O-])CC#N